dihydropyrimidine-2,4(1h,3h)-dione hydrochloride Cl.N1C(NC(CC1)=O)=O